C[C@@H]([C@H](C)O)O (2S,3S)-(-)-2,3-butanediol